6-[5-[2-[[3-[(1-aminocyclopropyl)methoxy]-1-chloro-6,7-dihydro-5H-cyclopenta[c]pyridin-6-yl]methylamino]ethyl]-2-oxo-1,3-oxazolidin-3-yl]-4H-pyrido[3,2-b][1,4]oxazin-3-one NC1(CC1)COC1=CC2=C(C(=N1)Cl)CC(C2)CNCCC2CN(C(O2)=O)C=2C=CC=1OCC(NC1N2)=O